COC(=O)C1=NC(=C(C=C1)S(=O)(=O)CC)C1=NC=2C(=NC=C(C2)C(F)(F)F)N1C 5-(Ethylsulfonyl)-6-[3-methyl-6-(trifluoromethyl)-3H-imidazo[4,5-b]pyridin-2-yl]pyridine-2-carboxylic acid methyl ester